ClC1=C(C(=CC=C1)Cl)C1=NOC(=C1COCC12CC(CC(CC1)N2N2CSC1=C2C(=CC(=C1)C(=O)O)F)F)C1C(C1)(F)F 3-(((3-(2,6-dichlorophenyl)-5-(2,2-difluorocyclopropyl)isoxazol-4-yl)methoxymethyl)-3-fluoro-8-azabicyclo[3.2.1]oct-8-yl)-4-fluorobenzo[d]thiazole-6-carboxylic acid